ClC1=NC=C(C(=N1)NC1=C(C=CC=C1)S(=O)(=O)C(C)C)Cl 2,5-dichloro-N-(2-((1-methylethyl)sulfonyl)phenyl)-4-pyrimidinamine